1-(2-(5-(2,4-difluorophenyl)-1H-imidazol-2-yl)piperidin-1-yl)-2-(methylthio)propan-1-one FC1=C(C=CC(=C1)F)C1=CN=C(N1)C1N(CCCC1)C(C(C)SC)=O